C(C=1C(C(=O)OCCC(CCCC)CCC)=CC=CC1)(=O)OCCC(CCCC)CCC di(3-propylheptyl) phthalate